O1CCN(CC1)C1=CC=CC(=N1)C(=O)N 6-morpholinopicolinamide